C(#N)C[C@@H]1N(CCN(C1)C1=NC(=NC(=C1)C(NC1=CC(=CC2=CC=CC=C12)OC)=O)C=1C=CC=C2C=NN(C12)C)C(=O)OCC1=CC=CC=C1 benzyl (2S)-2-(cyanomethyl)-4-[6-[(3-methoxy-1-naphthyl)carbamoyl]-2-(1-methylindazol-7-yl)pyrimidin-4-yl]piperazine-1-carboxylate